ClC=1SC(=C2C1CCCC2=O)C=2C=NN(C2)C 1-chloro-3-(1-methyl-1H-pyrazol-4-yl)-6,7-dihydrobenzo[c]thiophen-4(5H)-one